CC(C(=O)O)(CCCC(=O)O)C.COC(CCCCC(=O)OC)=O adipic acid Dimethyl ester (Dimethyl adipate)